FC=1C=C(CNS(=O)(=O)C2=CC=C(C=C2)C)C=CC1N1N=NC2=C1C=CC(=C2)OC N-(3-fluoro-4-(5-methoxy-1H-benzo[d][1,2,3]triazol-1-yl)benzyl)-4-methylbenzenesulfonamide